CC1(C2=C(C(C=3C4=CC=C(C=C4NC13)C#C[Si](C)(C)C)=O)C=C(C(=C2)N2CCC(CC2)NC)C#N)C 6,6-Dimethyl-8-(4-(methylamino)piperidin-1-yl)-11-oxo-3-((trimethylsilyl)ethynyl)-6,11-Dihydro-5H-benzo[b]carbazole-9-carbonitrile